BrC=1C=C2C=C(N(C2=CC1O)S(=O)(=O)C1=CC=C(C)C=C1)CNC(=O)C1(CC1)C N-((5-bromo-6-hydroxy-1-tosyl-1H-indol-2-yl)methyl)-1-methylcyclopropane-1-carboxamide